ClC=1C=C(C=CC1)C1=NC(=NC(=N1)C1=CC=CC=C1)C1=CC=CC=C1 2-(3-chlorophenyl)-4,6-di-Phenyl-1,3,5-triazine